C1(=CC(=CC=C1)OC(CC1CCCCC1)=O)C1=CC=CC=C1 2-Cyclohexylacetic acid biphenyl-3-yl ester